N,N-di-sec-butylurea C(C)(CC)N(C(=O)N)C(C)CC